O.[Pt]=O Platinum oxide monohydrate